FC1=CC=C2C(=CC=NC2=C1F)O[C@@H]1CN(CC1)CC(=O)N1[C@@H](CCC1)C#N (S)-1-(2-((S)-3-((7,8-Difluorochinolin-4-yl)oxy)pyrrolidin-1-yl)acetyl)pyrrolidin-2-carbonitril